(3R)-3-(1,4-Dimethyl-1H-benzotriazol-5-yl)-3-{7-[(7'-hydroxy-3'H-spiro[cyclopropane-1,2'-pyrido[2,3-f][1,4]oxazepin]-4'(5'H)-yl)methyl]-1-benzothiophen-5-yl}-2,2-dimethylpropanoic acid CN1N=NC2=C1C=CC(=C2C)[C@H](C(C(=O)O)(C)C)C=2C=C(C1=C(C=CS1)C2)CN2CC1(OC3=C(C2)N=C(C=C3)O)CC1